(R)-(6-fluoro-4-(4-fluorophenyl)-3,4-dihydroquinoxalin-1(2H)-yl)(3-hydroxypyrrolidin-1-yl)methanone FC=1C=C2N(CCN(C2=CC1)C(=O)N1C[C@@H](CC1)O)C1=CC=C(C=C1)F